C(#N)C=1C(=NC(=NC1OCC1(CC1)C#N)SC)N1CC2(C1)CCC=1SC=C(C12)C#N [5-cyano-6-[(1-cyanocyclopropyl)methoxy]-2-methylsulfanyl-pyrimidin-4-yl]spiro[5,6-dihydrocyclopenta[b]thiophene-4,3'-azetidine]-3-carbonitrile